lithium Dimethylgermyl-((trimethylsilyl)methylcyclopentadienyl)lithium C[GeH](C)C=1C(C=CC1)(C[Si](C)(C)C)[Li].[Li]